(5R)-5-ethyl-3-[6-[[3-methyl-3-(trifluoromethyl)-1H-isobenzofuran-5-yl]oxy]-3-pyridinyl]imidazolidine-2,4-dione C(C)[C@@H]1C(N(C(N1)=O)C=1C=NC(=CC1)OC=1C=C2C(OCC2=CC1)(C(F)(F)F)C)=O